FC(OC1=CC=C(C=C1)N1CC(CC2=CC=CC=C12)NC(C=C)=O)F N-(1-(4-(difluoromethoxy)-phenyl)-1,2,3,4-tetrahydro-quinolin-3-yl)acrylamide